O(C1=CC=CC=C1)C1=CC=C2C(=C1)OCC1=C2NC2=CC=CC=C2C1=O 3-phenoxy-6,12-dihydro-7H-chromeno[4,3-b]quinolin-7-one